3-[4-(3-{2,6-Diazaspiro[3.5]nonan-6-yl}phenyl)-3-methyl-2-oxo-1,3-benzodiazol-1-yl]-1-{[2-(trimethylsilyl)ethoxy]methyl}piperidine-2,6-dione C1NCC12CN(CCC2)C=2C=C(C=CC2)C2=CC=CC=1N(C(N(C12)C)=O)C1C(N(C(CC1)=O)COCC[Si](C)(C)C)=O